2-oxooxolan O=C1OCCC1